ClC=1C=C(C(=NC1)C1CCN(CC1)C1=C2C(=NC(=C1)C)N(N=C2)C)C 4-[4-(5-chloro-3-methyl-2-pyridinyl)-1-piperidinyl]-1,6-dimethylpyrazolo[3,4-b]pyridine